Methyl 3-iodo-1-methyl-1H-indole-6-carboxylate IC1=CN(C2=CC(=CC=C12)C(=O)OC)C